C(CCCCCCCCCCCCC)OCC(COP(=O)(O)OCC(O)CO)O 3-tetradecylglycero-1-phospho-glycerol